4-(4-acetamidophenyl)-1-(4-(3,4-dichlorophenyl)-5-(isopropylthio)thiazol-2-yl)-3-methyl-1H-pyrazole-5-carboxylic acid C(C)(=O)NC1=CC=C(C=C1)C=1C(=NN(C1C(=O)O)C=1SC(=C(N1)C1=CC(=C(C=C1)Cl)Cl)SC(C)C)C